[6-[5-(1-hydroxycyclopropyl)-4H-1,2,4-triazol-3-yl]-2-azaspiro[3.3]heptan-2-yl]-[3-[6-[[1-(trifluoromethyl)cyclopropyl]amino]-3-pyridyl]azetidin-1-yl]methanone OC1(CC1)C=1NC(=NN1)C1CC2(CN(C2)C(=O)N2CC(C2)C=2C=NC(=CC2)NC2(CC2)C(F)(F)F)C1